(S)-8-methyl-3-(5-(3-methyl-1-(4-methyl-4H-1,2,4-triazol-3-yl)cyclobutyl)pyridin-3-yl)-6-((3-methylpiperidin-1-yl)methyl)-4H-chromene-4-one CC=1C=C(C=C2C(C(=COC12)C=1C=NC=C(C1)C1(CC(C1)C)C1=NN=CN1C)=O)CN1C[C@H](CCC1)C